C(C)(C)(C)OC(=O)N(C1=NN2C(CN(CCC2)C(=O)OC(C)(C)C)=C1F)COC tert-butyl 2-((tert-butoxycarbonyl)(methoxymethyl)amino)-3-fluoro-7,8-dihydro-4H-pyrazolo[1,5-a][1,4]diazepine-5(6H)-carboxylate